4,5,6,7-tetrachloro-1,3-dioxoisoindol ClC1=C2C(NC(C2=C(C(=C1Cl)Cl)Cl)=O)=O